N1=CC=CC2=CC(=CC=C12)CC1=NN=C2N1N=C(C=C2)C2=CC1=CC(N=C1C=C2)=O 5-(3-(quinolin-6-ylmethyl)-[1,2,4]triazolo[4,3-b]pyridazin-6-yl)indol-2-one